2-azido-N,N-dimethylacetamide N(=[N+]=[N-])CC(=O)N(C)C